(3-(benzyloxy)-2-(2-nitrobenzenesulfonamido)propyl)carbamic acid tert-butyl ester C(C)(C)(C)OC(NCC(COCC1=CC=CC=C1)NS(=O)(=O)C1=C(C=CC=C1)[N+](=O)[O-])=O